5-(2-Fluorobenzyl)-N-(4-(5-(4-Hydroxybutoxy)-2-(trifluoromethyl)phenyl)pyridin-2-yl)-4H-1,2,4-triazole-3-carboxamide FC1=C(CC=2NC(=NN2)C(=O)NC2=NC=CC(=C2)C2=C(C=CC(=C2)OCCCCO)C(F)(F)F)C=CC=C1